7-(2-fluorobenzyl)imidazo[1,5-b]pyridazine-5-carbonitrile FC1=C(CC2=NC(=C3N2N=CC=C3)C#N)C=CC=C1